C1(CC1)C=1OC=C(N1)C1=CC(=NC=C1)N(C(=O)C1CCC(CC1)OC(=O)N1CC(C1)O)CC1CCC(CC1)C1=NC(=C(C=C1)OC)C 4-((4-(2-Cyclopropyl-oxazol-4-yl)pyridine-2-yl)((4-(5-methoxy-6-methylpyridin-2-yl)cyclohexyl)methyl)-carbamoyl)cyclohexyl-cis-3-hydroxy-azetidine-1-carboxylate